C1=CC=CC=2C3=CC=CC=C3N(C12)C1=NC(=CC=C1)N1C2=CC=CC=C2C=2C=CC=CC12 2,6-bis(9-carbazolyl)-Pyridine